C(C)(C)(C)C1=CC=C(C=C1)CSC=1C=C(C(=O)OC)C=C(C1OC)F methyl 3-[(4-tert-butylphenyl)methylsulfanyl]-5-fluoro-4-methoxy-benzoate